C1=CC=C(C=2SC3=C(C21)C=CC=C3)C(=O)O dibenzo[b,d]thiophene-4-carboxylic acid